1-cyclohexyl-3,3,4-trimethylpent-4-en-2-one oxime C1(CCCCC1)CC(C(C(=C)C)(C)C)=NO